N,N-di-2-naphthyl-acrylamide C1=C(C=CC2=CC=CC=C12)N(C(C=C)=O)C1=CC2=CC=CC=C2C=C1